(2S,4R)-1-((S)-14-amino-2-(tert-butyl)-4-oxo-6,9,12-trioxa-3-azatetradecanoyl)-4-hydroxy-N-(4-(4-methylthiazol-5-yl)benzyl)pyrrolidine-2-carboxamide NCCOCCOCCOCC(N[C@H](C(=O)N1[C@@H](C[C@H](C1)O)C(=O)NCC1=CC=C(C=C1)C1=C(N=CS1)C)C(C)(C)C)=O